benzyl (2-{4-[(tert-butoxycarbonyl)amino]piperidin-1-yl}ethyl)carbamate Sodium carbonate C([O-])([O-])=O.[Na+].C(C)(C)(C)OC(=O)NC1CCN(CC1)CCNC(OCC1=CC=CC=C1)=O.[Na+]